4-((7-((1-(4-((5-chloro-4-((2-(dimethylphosphoryl)phenyl)amino)pyrimidin-2-yl)amino)-3-methoxyphenyl)piperidin-4-yl)amino)heptyl)amino)-2-(2,6-dioxopiperidin-3-yl)isoindoline-1,3-dione ClC=1C(=NC(=NC1)NC1=C(C=C(C=C1)N1CCC(CC1)NCCCCCCCNC1=C2C(N(C(C2=CC=C1)=O)C1C(NC(CC1)=O)=O)=O)OC)NC1=C(C=CC=C1)P(=O)(C)C